[N-](S(=O)(=O)C(F)(F)F)S(=O)(=O)C(F)(F)F.C(CCC)[S+](CCCC)CCCC tributylsulfonium bis(trifluoromethanesulfonyl)imide